[Sn](Cl)(Cl)(Cl)Cl stannum tetrachloride